7-methoxy-6-(1H-pyrazol-4-yl)imidazo[1,2-b]pyridazine COC1=CC=2N(N=C1C=1C=NNC1)C=CN2